C(C)(C)(C)C1=CN(C=2N=CN=C(C21)N2C[C@H](N(C[C@@H]2C)C(=O)OC(C)(C)C)C)S(=O)(=O)C2=CC=C(C)C=C2 tert-butyl (2R,5S)-4-(5-(tert-butyl)-7-tosyl-7H-pyrrolo[2,3-d]pyrimidin-4-yl)-2,5-dimethylpiperazine-1-carboxylate